2-((2S,4r)-4-methyl-2-phenylpiperidin-1-yl)-N-((S,Z)-4-(methylsulfonyl)but-3-en-2-yl)acetamide C[C@H]1C[C@H](N(CC1)CC(=O)N[C@@H](C)\C=C/S(=O)(=O)C)C1=CC=CC=C1